4-(3-fluorophenyl)-1-(5-(isopropylthio)-4-(4-(trifluoromethyl) cyclohex-1-en-1-yl) thiazol-2-yl)-3-methyl-1H-pyrazole-5-carboxylate FC=1C=C(C=CC1)C=1C(=NN(C1C(=O)[O-])C=1SC(=C(N1)C1=CCC(CC1)C(F)(F)F)SC(C)C)C